1,4-Bis(4,6-dichloro-1,3,5-triazin-2-yl)piperidine tert-butyl-4-((4-iodophenyl)carbamoyl)piperazine-1-carboxylate C(C)(C)(C)OC(=O)N1CCN(CC1)C(NC1=CC=C(C=C1)I)=O.ClC1=NC(=NC(=N1)Cl)N1CCC(CC1)C1=NC(=NC(=N1)Cl)Cl